9-[4-[18F]Fluoro-3-(hydroxymethyl)butyl]Guanine [18F]CC(CCN1C=2N=C(NC(C2N=C1)=O)N)CO